potassium n-octadecyl xanthate O(C(=S)[S-])CCCCCCCCCCCCCCCCCC.[K+]